NC(C(=O)N1CC2=NN(C=C2C1)S(=O)(=O)C1=CC2=C(N=CS2)C=C1)C1=CC(=CC=C1)C(F)(F)F 2-amino-1-[2-(1,3-benzothiazole-6-sulfonyl)-2H,4H,5H,6H-pyrrolo[3,4-c]pyrazol-5-yl]-2-[3-(trifluoromethyl)phenyl]ethan-1-one